6-(2,6-diisopropylphenyl)-7,8-dihydro-6H-benzo[e][1,3,2]diazaborolo[1,2-a]imidazo[1,2-c][1,3,2]diazaborinine C(C)(C)C1=C(C(=CC=C1)C(C)C)N1CCN2B1N1C(C3=C2C=CC=C3)=NC=C1